COC(=O)C1=CNC(=C1)C L-5-methyl-1H-pyrrole-3-carboxylic acid methyl ester